(S)-N-(3-(1-((4-Methyl-4H-1,2,4-triazol-3-yl)thio)ethyl)phenyl)-3-(1H-pyrazol-5-yl)benzamide CN1C(=NN=C1)S[C@@H](C)C=1C=C(C=CC1)NC(C1=CC(=CC=C1)C1=CC=NN1)=O